(3beta)-cholest-5-en-3-ol CC(C)CCC[C@@H](C)[C@H]1CC[C@H]2[C@@H]3CC=C4C[C@H](CC[C@]4(C)[C@H]3CC[C@]12C)O